4-hydroxy-2(3H)-benzofuran OC1=CC=CC=2COCC21